butylProline C(CCC)N1[C@@H](CCC1)C(=O)O